N-(1-(3-cyano-2-methylphenyl)ethylidene)-2-methylpropane-2-sulfinamide C(#N)C=1C(=C(C=CC1)C(C)=NS(=O)C(C)(C)C)C